N-(2-(4-((4-(5-fluoro-2-(2-methylbutanoyl)-1H-indol-3-yl)-1H-1,2,3-triazol-1-yl)methyl)piperidin-1-yl)ethyl)-4-isobutylbenzenesulfonamide FC=1C=C2C(=C(NC2=CC1)C(C(CC)C)=O)C=1N=NN(C1)CC1CCN(CC1)CCNS(=O)(=O)C1=CC=C(C=C1)CC(C)C